4-((2-(((2,3-bis(dodecanoyloxy)propoxy)(hydroxy)phosphoryl)oxy)ethyl)amino)-4-oxobut-2-enoic acid C(CCCCCCCCCCC)(=O)OC(COP(=O)(O)OCCNC(C=CC(=O)O)=O)COC(CCCCCCCCCCC)=O